2-Methyl-1-(2,4,6-trihydroxy-3-(3,4,5-trimethoxybenzyl)phenyl)butan-1-one CC(C(=O)C1=C(C(=C(C=C1O)O)CC1=CC(=C(C(=C1)OC)OC)OC)O)CC